FC1=CC=C(CNC=2C=NC(=CC2)[N+](=O)[O-])C=C1 N-(4-fluorobenzyl)-6-nitropyridin-3-amine